O1CCOC12CCC(CC2)N2N=CC(=C2C)I 1-(1,4-dioxaspiro[4.5]decan-8-yl)-4-iodo-5-methyl-pyrazole